6-benzyloxymethoxy-1,3-dimethylhexylmagnesium chloride C(C1=CC=CC=C1)OCOCCCC(CC(C)[Mg]Cl)C